9-iodo-1,1-dipropoxynonane ICCCCCCCCC(OCCC)OCCC